NC1C(N(CC1)C1CCC1)=O 3-amino-1-cyclobutylpyrrolidin-2-one